C12CCCC(CCC1)B2/C=C/[C@@H](C)OC2CCN(CC2)C(=O)OC(C)(C)C (R,E)-Tert-butyl 4-((4-(9-borabicyclo[3.3.1]nonan-9-yl) but-3-en-2-yl)oxy)piperidine-1-carboxylate